5-fluoro-3,3-dimethyl-3H-benzo[c][1,2]oxathiole 1-oxide FC1=CC2=C(S(OC2(C)C)=O)C=C1